C(C)(C)N1C(=NN=C1)C1=CC=CC(=N1)N1C(N(C=C1)C1=CC=C(C=N1)N1CCN(CC1)C(=O)OC(C)(C)C)=O tert-Butyl 4-(6-(1-(6-(4-isopropyl-4H-1,2,4-triazol-3-yl)pyridin-2-yl)-2-oxo-1,2-dihydroimidazol-3-yl)pyridin-3-yl)piperazine-1-carboxylate